C(CCCCCCC)OC(CCCCCCCCCCCCC)=O tetradecanoic acid n-octylester